ClC=1C(=NC=C(N1)C(F)(F)F)C(C)C1=CC=C(C=C1)F 3-chloro-2-(1-(4-fluorophenyl)ethyl)-5-(trifluoromethyl)pyrazine